C(C1=CC=CC=C1)N(CCCCCCCCCCN(C(CCCCCCC)=O)CCCCCCCCCCCC)CCCCCCCCCCN(C(CCCCCCC)=O)CCCCCCCCCCCC N,N'-((benzylazanediyl)bis(decane-10,1-diyl))bis(N-dodecyloctanamide)